N1C=C(C2=CC=CC=C12)C(CC(CCCC(C)(O)C)C)C1=CNC2=CC=CC=C12 8,8-bis(1H-indol-3-yl)-2,6-dimethyloctan-2-ol